2,3-bis(dodecyloxy)propan-1-amine C(CCCCCCCCCCC)OC(CN)COCCCCCCCCCCCC